C(C=C)O anti-allyl alcohol